ClC1=C(C=CC=C1)C1CCC=2N1N=C(N2)C(=O)OCC ethyl 5-(2-chlorophenyl)-6,7-dihydro-5H-pyrrolo[1,2-b][1,2,4]triazole-2-carboxylate